2-methyl-5-(trifluoromethyl)-2,3-pyridinediamine CC1(NC=C(C=C1N)C(F)(F)F)N